6-{2-[2-(dimethylamino)ethoxy]ethoxy}-7-methoxy-N-(propan-2-yl)-1H,2H,3H-cyclopenta[b]quinolin-9-amine CN(CCOCCOC=1C(=CC=2C(=C3C(=NC2C1)CCC3)NC(C)C)OC)C